C(CCCCCCC\C=C/C\C=C/CCCCC)(=O)OCC(COC(CCC(OCCCCCCCC)OCCCCCCCC)=O)COC(=O)OCCCN(C)CC 3-((4,4-bis(octyloxy)butanoyl)oxy)-2-((((3-(ethyl(methyl)amino)propoxy)carbonyl)oxy)methyl)propyl (9Z,12Z)-octadeca-9,12-dienoate